4-methyl-thiazole-5-carboxylic acid ethyl ester C(C)OC(=O)C1=C(N=CS1)C